tert-butyl (S)-(7-bromo-6-(2-((tert-butoxycarbonyl)amino)propyl)-2-chlorothieno[3,2-d]pyrimidin-4-yl)(thiophen-2-ylmethyl)carbamate BrC1=C(SC2=C1N=C(N=C2N(C(OC(C)(C)C)=O)CC=2SC=CC2)Cl)C[C@H](C)NC(=O)OC(C)(C)C